4-[4-[4-[[5-[5-(difluoromethyl)-1,3,4-oxadiazol-2-yl]-2-pyridinyl]methyl]-5-oxo-1,3,4-oxadiazol-2-yl]phenyl]piperazine-1-carboxylic acid tert-butyl ester C(C)(C)(C)OC(=O)N1CCN(CC1)C1=CC=C(C=C1)C=1OC(N(N1)CC1=NC=C(C=C1)C=1OC(=NN1)C(F)F)=O